C(C)C=1C(=C2C=NNC2=C(C1F)NCC)C1=CC=2N(C=C1)N=C(C2)NC(=O)[C@H]2[C@H](C2)F (1S,2S)-N-(5-(5-ethyl-7-(ethylamino)-6-fluoro-1H-indazol-4-yl)pyrazolo[1,5-a]pyridin-2-yl)-2-fluorocyclopropane-1-carboxamide